Methyl (R)-2-amino-3-(1,7-dimethyl-1H-indazol-5-yl)propanoate dihydrochloride Cl.Cl.N[C@@H](C(=O)OC)CC=1C=C2C=NN(C2=C(C1)C)C